C1(CCC1)C(C)N[C@@H]1[C@H](OCCC1)CC=1C(=C2CN(C(C2=CC1)=O)C1C(NC(CC1)=O)=O)F 3-(5-(((2R,3S)-3-((1-cyclobutylethyl)amino)tetrahydro-2H-pyran-2-yl)methyl)-4-fluoro-1-oxoisoindolin-2-yl)piperidine-2,6-dione